FC1(CN(CC12CNC2)C2=NC(=CC1=C2N=C(N=C1)NC1CCN(CC1)S(=O)(=O)C1=NN(C=C1)C)C)F 8-(8,8-difluoro-2,6-diazaspiro[3.4]octan-6-yl)-6-methyl-N-(1-((1-methyl-1H-pyrazol-3-yl)sulfonyl)piperidin-4-yl)pyrido[3,4-d]pyrimidin-2-amine